2-((E)-((E)-3-chloro-5-methoxy-4-((E)-3-(4-methoxyphenyl)acryloyloxy)benzylidene)amino)-3-methylbutanoic acid ClC=1C=C(\C=N\C(C(=O)O)C(C)C)C=C(C1OC(\C=C\C1=CC=C(C=C1)OC)=O)OC